[C@H]12OC[C@H](N(C1)C1CCN(CC1)C1=C(C=C(C(=C1)OC)NC1=NC=NC(=C1)N1OCC[C@@H]1C1=CC(=CC(=C1)F)F)NC(C=C)=O)C2 N-(2-(4-((1R,4R)-2-oxa-5-azabicyclo[2.2.1]heptane-5-yl)piperidine-1-yl)-5-((6-((R)-3-(3,5-difluorophenyl)-isoxazolidine-2-yl)pyrimidine-4-yl)amino)-4-methoxyphenyl)acrylamide